COC=1C(=NC=CC1)[C@H]1[C@@H](O[C@]([C@H]1C)(C(F)(F)F)C)C(=O)NC1=CC(=NC=C1)C(=O)N |o1:8,9,11,12| rel-(2R,3S,4S,5R)-4-[[3-(3-methoxy-2-pyridyl)-4,5-dimethyl-5-(trifluoromethyl)tetrahydrofuran-2-carbonyl]amino]pyridine-2-carboxamide